(S)-2-(2,2-dimethyl-1,3-dioxolan-4-yl)ethan-1-ol CC1(OC[C@@H](O1)CCO)C